(4R)-2-(6-methyl-5-hepten-2-yl)thiazolidine-4-carboxylate CC(=CCCC(C)C1SC[C@H](N1)C(=O)[O-])C